FC1(C(NC2=C(C=CC=C2C1)F)=O)C(=O)OCC (+)-Ethyl 3,8-difluoro-2-oxo-1,2,3,4-tetrahydroquinoline-3-carboxylate